4-oxoisochroman-6-carboxamide O=C1COCC2=CC=C(C=C12)C(=O)N